6-(3-amino-4-((2-methoxyethoxy)methoxy)phenyl)-2-(2-bromo-4-(trifluoromethyl)phenyl)-7,8-dihydro-1,6-naphthyridin-5(6H)-one NC=1C=C(C=CC1OCOCCOC)N1C(C=2C=CC(=NC2CC1)C1=C(C=C(C=C1)C(F)(F)F)Br)=O